C[C@H]1CN(CCCN1)C(=O)OC(C)(C)C (S)-tert-butyl 3-methyl-1,4-diazepane-1-carboxylate